1-(3-((tert-Butyldiphenylsilyl)oxy)bicyclo[3.1.0]hexan-6-yl)-4,4,4-trifluorobutane-1,3-dione [Si](C1=CC=CC=C1)(C1=CC=CC=C1)(C(C)(C)C)OC1CC2C(C2C1)C(CC(C(F)(F)F)=O)=O